C12N(CC(NC1)CC2)CC2=CC=C(C=C2)N2C(=NC=1C2=NC(=CC1)C1=CC=CC=C1)C=1C(=NC=CC1)N 3-(3-(4-((2,5-diazabicyclo[2.2.2]octan-2-yl)methyl)phenyl)-5-phenyl-3H-imidazo[4,5-b]pyridin-2-yl)pyridin-2-amine